1-piperazinecarboxylic acid N1(CCNCC1)C(=O)O